2,2-Difluoro-N,4,4-triphenylbutanamide FC(C(=O)NC1=CC=CC=C1)(CC(C1=CC=CC=C1)C1=CC=CC=C1)F